NC1=NC2=NC=C(N=C2C(=N1)O)CNC1=CC=C(C(=O)N[C@H](C(=O)O)CCC(N2CCN(CC2)CCOCCOCCOCC#C)=O)C=C1 (S)-2-(4-(((2-amino-4-hydroxypteridin-6-yl)methyl)amino)benzamido)-5-oxo-5-(4-(2-(2-(2-(prop-2-yn-1-yloxy)ethoxy)ethoxy)ethyl)piperazin-1-yl)pentanoic acid